C(C)OC(=O)C=1N=C(SC1)N1CCC2=C1N=NC(=C2C)NC=2SC1=C(N2)C=CC=C1 {3-[(1,3-benzothiazol-2-yl)amino]-4-methyl-5H,6H,7H-pyrrolo[2,3-c]Pyridazin-7-yl}-1,3-thiazole-4-carboxylic acid ethyl ester